C12COCC(N1C=1SC3=C(N1)C=CC(=C3C(=O)NC3=C(C(=O)O)C=CC=C3)OC)C2 2-(2-(3-Oxa-6-azabicyclo[3.1.1]heptan-6-yl)-6-methoxybenzo[d]thiazole-7-carboxamido)benzoic acid